4-(2-acetoxy-4-(trifluoromethyl)phenyl)-7-methyl-7H-pyrrolo[2,3-d]pyrimidin C(C)(=O)OC1=C(C=CC(=C1)C(F)(F)F)C=1C2=C(N=CN1)N(C=C2)C